(R)-1-((2S,4S)-1-(4-(benzyloxy)-3,5-difluorobenzoyl)-4-fluoropyrrolidin-2-carbonyl)pyrrolidin-2-carbonitril C(C1=CC=CC=C1)OC1=C(C=C(C(=O)N2[C@@H](C[C@@H](C2)F)C(=O)N2[C@H](CCC2)C#N)C=C1F)F